C(C)C=1C(NC=2C=C(C=NC2C1)CN1CC2(CN(C2)C=2C=CC(=NC2)C(=O)NC)CC1)=O 5-(6-((7-ethyl-6-oxo-5,6-dihydro-1,5-naphthyridin-3-yl)methyl)-2,6-diazaspiro[3.4]octan-2-yl)-N-methylpicolinamide